FC(C1=NN=C(O1)C=1C=CC(=NC1)CN1C(N(C2=C1C=C(C(=C2)C=2C=C1C=CN(C1=CC2)C)F)C)=O)F 1-((5-(5-(difluoromethyl)-1,3,4-oxadiazol-2-yl)pyridin-2-yl)methyl)-6-fluoro-3-methyl-5-(1-methyl-1H-indol-5-yl)-1,3-dihydro-2H-benzo[d]imidazol-2-one